NC=1C=C(C=C(C1)C(F)(F)F)[C@@H](C)NC=1C2=C(N=C(N1)C)N=C(C(=C2)C(C)C)N2CCCC2 (R)-N-(1-(3-amino-5-(trifluoromethyl)phenyl)ethyl)-6-isopropyl-2-methyl-7-(pyrrolidin-1-yl)pyrido[2,3-d]pyrimidin-4-amine